SC1=NC=C(C=C1)S 2,5-dimercaptopyridine